4-(1-(difluoromethyl)-1H-indazol-5-yl)-5-(6-methylpyridin-2-yl)-1H-imidazol-2-amine FC(N1N=CC2=CC(=CC=C12)C=1N=C(NC1C1=NC(=CC=C1)C)N)F